FC1=C(C=C(C(=C1)C)SCC(F)(F)F)\N=C\1/SCC(N1)=O (2Z)-2-([2-Fluoro-4-methyl-5-[(2,2,2-trifluoroethyl)sulfanyl]phenyl]-imino)-1,3-thiazolidin-4-on